C(C)OC(=O)C1=CC(=NN1C1=CC(=CC=C1)F)O 1-(3-fluorophenyl)-3-hydroxy-1H-pyrazole-5-carboxylic acid ethyl ester